NC1=C(C=CC(=C1)NC(C1=CC=CC=C1)=O)C1=CC=CC=C1 N-(2-amino-[1,1'-biphenyl]-4-yl)benzamide